5-(6-chloro-5-methyl-2H-pyrazolo[3,4-b]pyrazin-2-yl)-1-methylpiperidin-2-one ClC=1C(=NC=2C(N1)=NN(C2)C2CCC(N(C2)C)=O)C